7-(2-(benzylamino)-2-oxoethyl)-7-(2-((2-(methoxycarbonyl)-4-methylthiophen-3-yl)amino)-2-oxoethyl)-2-oxa-7-azaspiro[3.5]nonan-7-ium C(C1=CC=CC=C1)NC(C[N+]1(CCC2(COC2)CC1)CC(=O)NC1=C(SC=C1C)C(=O)OC)=O